3-(2,6-dimethylpyridin-3-yl)-N-((5-phenyl-1,3,4-thiadiazol-2-yl)methyl)isoxazole-5-carboxamide CC1=NC(=CC=C1C1=NOC(=C1)C(=O)NCC=1SC(=NN1)C1=CC=CC=C1)C